2,3,5,6-tetrabromotoluene BrC1=C(C)C(=C(C=C1Br)Br)Br